C(C=C)(=O)OC(C)O[Si](OCC)(OCC)CC(C)C acryloxyisobutyl-triethoxysilane